COC1=C(C=CC=C1)C1=C2C(=NC(=C1C)C)CC=1C=CC=CC12 (R)-4-(2-methoxyphenyl)-2,3-dimethyl-9H-indeno[2,1-b]pyridine